[Si](C1=CC=CC=C1)(C1=CC=CC=C1)(C(C)(C)C)OCCC1=CC(=CC=2SC(=C(C21)C)C=2N(C1=CC=CC=C1C2)C(=O)OC(C)(C)C)C(=O)OCC tert-Butyl 2-(4-(2-((tert-butyldiphenylsilyl)oxy)ethyl)-6-(ethoxycarbonyl)-3-methylbenzo[b]thiophen-2-yl)-1H-indole-1-carboxylate